8-Methoxy-7,8-dioxooctanoic acid COC(C(CCCCCC(=O)O)=O)=O